9-phenyl-3-(pyridin-2-yl)-9H-carbazole C1(=CC=CC=C1)N1C2=CC=CC=C2C=2C=C(C=CC12)C1=NC=CC=C1